9-(Dodecan-3-yloxy)-9-oxononanoic acid CCC(CCCCCCCCC)OC(CCCCCCCC(=O)O)=O